N-(2,4-difluorophenyl)-2-((1-methyl-2-oxo-1,2-dihydroquinolin-4-yl)oxy)acetamide FC1=C(C=CC(=C1)F)NC(COC1=CC(N(C2=CC=CC=C12)C)=O)=O